6-(3-{3-[2-(difluoromethyl)benzene-sulfonyl]propanoyl}-3,8-diazabicyclo-[3.2.1]octan-8-yl)pyridine-3-carbonitrile FC(C1=C(C=CC=C1)S(=O)(=O)CCC(=O)N1CC2CCC(C1)N2C2=CC=C(C=N2)C#N)F